N-(2,4-difluorophenyl)-2-methoxy-5-(4-(piperazin-1-yl)quinazolin-6-yl)pyridine-3-sulfonamide trifluoroacetate salt FC(C(=O)O)(F)F.FC1=C(C=CC(=C1)F)NS(=O)(=O)C=1C(=NC=C(C1)C=1C=C2C(=NC=NC2=CC1)N1CCNCC1)OC